ClC=1C=C(OC[C@@H](/C=C/[C@H]2[C@@H](C[C@@H]3OC[C@H](CC[C@@H]32)CCCC(=O)OC(C)C)O)O)C=CC1F 2-Propanyl 4-{(3S,5aR,6R,7R,8aS)-6-[(1E,3R)-4-(3-chloro-4-fluorophenoxy)-3-hydroxy-1-buten-1-yl]-7-hydroxyoctahydro-2H-cyclopenta[b]oxepin-3-yl}butanoate